FC1(CC(C1)C1=NNC(=N1)C1CC2(CN(C2)C(=O)N2CC3(C2)CC(C3)CN3N=NC(=C3)C(F)(F)F)C1)F [6-[3-(3,3-difluorocyclobutyl)-1H-1,2,4-triazol-5-yl]-2-azaspiro[3.3]heptan-2-yl]-[6-[[4-(trifluoromethyl)triazol-1-yl]methyl]-2-azaspiro[3.3]heptan-2-yl]methanone